(S)-N-(3-amino-1-(hexylamino)-1-oxopropan-2-yl)decanamide NC[C@@H](C(=O)NCCCCCC)NC(CCCCCCCCC)=O